N-[[3-(acetyloxy)-4-methoxy-2-pyridinyl]carbonyl]-L-alanine (1S)-1-cyclohexylethyl ester C1(CCCCC1)[C@H](C)OC([C@@H](NC(=O)C1=NC=CC(=C1OC(C)=O)OC)C)=O